4-amino-7-chloro-N-((1S)-1-(6-chloro-3-pyridinyl)ethyl)-N-ethyl-1,3-dihydrofuro[3,4-c]quinoline-8-carboxamide NC1=NC=2C=C(C(=CC2C2=C1COC2)C(=O)N(CC)[C@@H](C)C=2C=NC(=CC2)Cl)Cl